6,8-Dioxabicyclo[3.2.1]octan-4-amine C12CCC(C(OC1)O2)N